zinc para-aminobenzoate NC1=CC=C(C(=O)[O-])C=C1.[Zn+2].NC1=CC=C(C(=O)[O-])C=C1